1-(5-((2,6-dichlorobenzyl)oxy)-2,3-dihydro-1H-inden-1-yl)-2-methylpiperidine-4-carboxylic acid ClC1=C(COC=2C=C3CCC(C3=CC2)N2C(CC(CC2)C(=O)O)C)C(=CC=C1)Cl